(R/S)-4-((1-(hydroxymethyl)cyclobutyl)amino)-2-(3-methoxy-3-(3-methoxyphenyl)azetidin-1-yl)-6,7-dihydrothieno[3,2-d]pyrimidine 5-oxide OCC1(CCC1)NC=1C2=C(N=C(N1)N1CC(C1)(C1=CC(=CC=C1)OC)OC)CC[S@]2=O |r|